2-[2-hydrazinylidene-imidazolidin-1-yl]-propanoic acid N(N)=C1N(CCN1)C(C(=O)O)C